BrC1=C(C2=CN(N=C2C=C1)C)OC 5-bromo-4-methoxy-2-methyl-2H-indazole